ClC=1C=C2C(=C(C=NC2=C(C1)F)C(=O)OC)C(C)C methyl 6-chloro-8-fluoro-4-isopropylquinoline-3-carboxylate